O=C1NCCC(C1)N1CCN(CC1)C(=O)OC(C)(C)C tert-butyl 4-(2-oxo-4-piperidyl)piperazine-1-carboxylate